CC=1C(SSC1C1=NC=CN=C1)=S 4-Methyl-5-(Pyrazin-2-Yl)-3H-1,2-Dithiole-3-Thione